C(C)(C)(C)[Si](C1=CC=CC=C1)(C1=CC=CC=C1)OC\C(=C\COC1OCCCC1)\C1CCC1 (E)-tert-butyl((2-cyclobutyl-4-((tetrahydro-2H-pyran-2-yl)oxy)but-2-en-1-yl)oxy)diphenylsilane